N-[tris(3-acrylamidopropionylmethyl)methyl]acrylamide C(C=C)(=O)NCCC(=O)CC(NC(C=C)=O)(CC(CCNC(C=C)=O)=O)CC(CCNC(C=C)=O)=O